FC1=C(C=CC=C1F)C(=O)C=1C=NC2=C(C=CC=C2C1)F (2,3-difluorophenyl)(8-fluoroquinolin-3-yl)meth-anone